C1(CC1)N1C(=O)N(C=2N=C(NC2C1=O)C=1C=NC(=CC1)Cl)CCC Cyclopropyl-3-propyl-8-(6-chloropyridin-3-yl)xanthine